8-(2-(isopropyl-(methyl)amino)ethyl)naphthalen-2-ol C(C)(C)N(CCC=1C=CC=C2C=CC(=CC12)O)C